N1=CC=C(C=C1)C1=NC(=CC(=C1)C1=CC=C(OCCOCCOCCOC2=CC=C(C=C2)C2=CC(=NC(=C2)C2=CC=NC=C2)C2=CC=NC=C2)C=C1)C1=CC=NC=C1 1,2-bis(2-(4-([4,2':6',4''-terpyridyl]-4'-yl)phenoxy)ethoxy)ethane